C1(CC1)C=1NC(=NN1)C=1C(=CC(=C(C1)NC(=O)C=1C=NN2C1C(=CC(=C2)F)OC)C)F N-[5-(5-Cyclopropyl-4H-1,2,4-triazol-3-yl)-4-fluoro-2-methylphenyl]-6-fluoro-4-methoxypyrazolo[1,5-a]pyridine-3-carboxamide